CN(C(=O)[C@@H]1CN(CC[C@H]1NC(=O)C=1N=NN(C1)C1=C(C=C(C=C1)F)F)C1CCCCC1)C (3R,4R)-1-cyclohexyl-4-{[1-(2,4-difluoro-phenyl)-1H-[1,2,3]triazole-4-carbonyl]-amino}-piperidine-3-carboxylic acid dimethylamide